FC1=CC=C(C(=O)N2C(C=3N(CC2)C(=NC3C(=O)O)C3=NC(=NS3)C)C)C=C1 7-(4-Fluorobenzoyl)-8-methyl-3-(3-methyl-1,2,4-thiadiazol-5-yl)-5,6,7,8-tetrahydroImidazo[1,5-a]pyrazine-1-carboxylic acid